N,N-diethyl p-phenylenediamine sulfate S(=O)(=O)(O)O.C(C)N(C1=CC=C(C=C1)N)CC